1-(2-(4-(aminomethyl)phenyl)-2,7-diazaspiro[3.5]non-7-yl)ethan-1-one NCC1=CC=C(C=C1)N1CC2(C1)CCN(CC2)C(C)=O